4-[(1-Methylcyclopropylamino)carbonyl]piperazine-1-carboxylic acid benzyl ester C(C1=CC=CC=C1)OC(=O)N1CCN(CC1)C(=O)NC1(CC1)C